BrC1=CC(=C(C=C1C)NC1=CC=C2C(=N1)C(=NN2C)O[C@@H]2CC[C@H](CC2)C(=O)OC(C)(C)C)N2CCCC2 tert-butyl (trans)-4-((5-((4-bromo-5-methyl-2-(pyrrolidin-1-yl)phenyl)amino)-1-methyl-1H-pyrazolo[4,3-b]pyridin-3-yl)oxy)cyclohexane-1-carboxylate